BrC1=C(N=C2N1CCN2C(C)=O)C2=NN(C=C2)C 1-(5-Bromo-6-(1-methyl-1H-pyrazol-3-yl)-2,3-dihydro-1H-imidazo[1,2-a]imidazol-1-yl)ethan-1-one